(4-chlorophenyl)(imino)((7-(5-(trifluoromethyl)-1,2,4-oxadiazol-3-yl)imidazo[1,2-a]pyridin-2-yl)methyl)-λ6-sulfanone ClC1=CC=C(C=C1)S(=O)(CC=1N=C2N(C=CC(=C2)C2=NOC(=N2)C(F)(F)F)C1)=N